FC1=CC(=C2C(=C(N(C2=C1)C1=CC(=C(C=C1)F)C)C(C)C)C1CC2(CCC2)C1)O 6-[6-fluoro-1-(4-fluoro-3-methyl-phenyl)-4-hydroxy-2-isopropyl-indol-3-yl]spiro[3.3]heptane